BrC=1C=C2N(C(C=3N(C2=CC1)C=CC3)=O)CCCC(N3CCCC3)=O 7-bromo-5-(4-oxo-4-pyrrolidin-1-ylbutyl)pyrrolo[1,2-a]quinoxalin-4-one